O=C1NC(CCC1N1C(C2=CC=CC(=C2C1=O)N1CCC(CC1)CC1=CC=C(C=C1)NC(OC(C)(C)C)=O)=O)=O tert-butyl (4-((1-(2-(2,6-dioxopiperidin-3-yl)-1,3-dioxoisoindolin-4-yl)piperidin-4-yl)methyl)phenyl)carbamate